1,2,6-thiadiazine-1,1-dioxide S1(NC=CC=N1)(=O)=O